FC(S(=O)(=O)OC1=C[C@@H]2COC[C@H](C1)N2C(=O)OC(C)(C)C)(F)F tert-butyl (1S,5R)-7-(((trifluoromethyl)sulfonyl)oxy)-3-oxa-9-azabicyclo[3.3.1]non-6-ene-9-carboxylate